NC1=C(C=C(C(=O)OC)C=C1F)Br methyl 4-amino-3-bromo-5-fluorobenzoate